CN1C(C(C2=C3C(=NC=C21)N(C(=C3C=3C=C2C=NN(C2=CC3)C([2H])([2H])[2H])C=3C=NN(C3)C)S(=O)(=O)C3=CC=CC=C3)(CC=O)CC=O)=O 2,2'-(6-methyl-2-(1-methyl-1H-pyrazol-4-yl)-1-(1-(methyl-d3)-1H-indazol-5-yl)-7-oxo-3-(phenylsulfonyl)-3,6,7,8-tetrahydrodipyrrolo[2,3-b:3',2'-d]pyridine-8,8-diyl)diacetaldehyde